N-(3-(5-(3,5-dichloro-phenyl)-1H-pyrazolo[3,4-b]pyridine-3-carbonyl)-2,4-difluoro-phenyl)propane-1-sulfonamide ClC=1C=C(C=C(C1)Cl)C=1C=C2C(=NC1)NN=C2C(=O)C=2C(=C(C=CC2F)NS(=O)(=O)CCC)F